(2R,3R,5R)-5-(2-amino-6-thioxo-1,6-dihydro-9H-purin-9-yl)-2-(((tert-butyldimethylsilyl)oxy)methyl)-4,4-difluorotetrahydrofuran-3-yl isobutyrate C(C(C)C)(=O)O[C@@H]1[C@H](O[C@H](C1(F)F)N1C=2N=C(NC(C2N=C1)=S)N)CO[Si](C)(C)C(C)(C)C